N[C@@H](CC(=O)O)C1=CC(=CC(=C1)F)F (S)-3-amino-3-(3,5-difluorophenyl)propionic acid